FC1=C(CN2C(N(N=C2)C2=CC(=C(C=C2)OC2=C(N=C(S2)N2C(C[C@@H](C2)O)=O)C)F)=O)C(=CC=C1)F (S)-4-(2,6-difluorobenzyl)-2-(3-fluoro-4-((2-(4-hydroxy-2-oxopyrrolidin-1-yl)-4-methylthiazol-5-yl)oxy)phenyl)-2,4-dihydro-3H-1,2,4-triazol-3-one